C(#N)/C(/C(=O)Cl)=C/N(C)C (Z)-2-cyano-3-(dimethylamino)acryloyl chloride